ClC=1C=C(C=O)C=CC1NC 3-CHLORO-4-(METHYLAMINO)BENZALDEHYDE